CC=1C=C(C=CC1)NC(OC1=CC(=CC=C1)NC(=O)OC)=O 3-[(methoxycarbonyl) amino]phenyl (3-methylphenyl)carbamate